(2-chloro-6-((2,2-dimethylazetidin-1-yl)methyl)phenyl)-methylamine ClC1=C(C(=CC=C1)CN1C(CC1)(C)C)NC